Cl.ClC1=C(C=NC=C1)C(F)(F)F 4-chloro-3-(trifluoromethyl)pyridine hydrochloride